N-(ethyl(methyl)(oxo)-λ6-sulfanylidene)-2-fluoro-4-(5-(trifluoromethyl)-1,2,4-oxadiazol-3-yl)benzamide C(C)S(=NC(C1=C(C=C(C=C1)C1=NOC(=N1)C(F)(F)F)F)=O)(=O)C